[N+](=O)([O-])C=1C=C(CC2=C(C(C=3C=CC=C(C3C2=O)S(=O)(=O)N)=O)C)C=CC1 7-(3-nitrobenzyl)-6-methyl-5,8-dioxo-5,8-dihydronaphthalene-1-sulfonamide